N-{[5-(trifluoromethyl)pyridin-2-yl]methyl}bicyclo[2.2.2]octane-1-carboxamide FC(C=1C=CC(=NC1)CNC(=O)C12CCC(CC1)CC2)(F)F